(S)-N-(7,9-difluoro-2-oxo-2,3,4,5-tetrahydro-1H-benzo[b]azepin-3-yl)-5-isopropyl-[1,2,4]triazolo[1,5-a]pyridine-2-carboxamide FC1=CC2=C(NC([C@H](CC2)NC(=O)C2=NN3C(C=CC=C3C(C)C)=N2)=O)C(=C1)F